2-(pyrene-1-ylmethyl)hexahydro-2H-pyrazino[1,2-a]pyrazine-6,9-dione C1(=CC=C2C=CC3=CC=CC4=CC=C1C2=C34)CN3CC4N(CC3)C(CNC4=O)=O